CN1N=C2[C@@H](N(CCC2=C1C1=CC(=NN1C)C(F)(F)F)C(=O)C=1C=C2C(=CC(=NC2=CC1)C)F)C (S)-(2,7-dimethyl-3-(1-methyl-3-(trifluoromethyl)-1H-pyrazol-5-yl)-2,4,5,7-tetrahydro-6H-pyrazolo[3,4-c]pyridin-6-yl)(4-fluoro-2-methylquinolin-6-yl)methanone